C(N)(=O)[C@H]1N2C(N([C@H](C=C1C)C2)O[C@H](C(=O)[O-])F)=O (S)-2-(((2S,5r)-2-carbamoyl-3-methyl-7-oxo-1,6-diazabicyclo[3.2.1]oct-3-en-6-yl) oxy)-2-fluoroacetate